FC1=C(C(=CC=C1NCC1=C(C=C(C=C1)C(F)(F)F)F)N)N 3-Fluoro-N4-(2-fluoro-4-(trifluoromethyl)benzyl)benzene-1,2,4-triamine